4-amino-2-(4-(isopentyloxy)phenyl)-6-methylpyrimidine-5-carboxylic acid NC1=NC(=NC(=C1C(=O)O)C)C1=CC=C(C=C1)OCCC(C)C